5-bromo-1-isobutylindoline-2,3-dione BrC=1C=C2C(C(N(C2=CC1)CC(C)C)=O)=O